ClC=1C=C(C=C(C1)Cl)C1(CC(=NO1)C=1C(=C(C(=O)NCC(NCC(F)(F)F)=O)C=CC1)C)C(F)(F)F (5-(3,5-dichlorophenyl)-5-(trifluoromethyl)-4,5-dihydroisoxazol-3-yl)-2-methyl-N-(2-oxo-2-((2,2,2-trifluoroethyl)amino)ethyl)benzamide